C(#N)C=1C=C(C=CC1)C=1N=C(SC1C1=CC(=NC(=C1)C)C)NC(=O)N1[C@H](CC1)CO (2R)-N-[4-(3-cyanophenyl)-5-(2,6-dimethyl-4-pyridinyl)thiazol-2-yl]-2-(hydroxymethyl)azetidine-1-carboxamide